(R)-1-((7-Cyano-2-(3'-(2-(hydroxymethyl)-7-((3-hydroxypyrrolidin-1-yl)methyl)pyrido[3,2-d]pyrimidin-4-ylamino)-2,2'-dimethylbiphenyl-3-yl)benzo[d]oxazol-5-yl)methyl)piperidin C(#N)C1=CC(=CC=2N=C(OC21)C=2C(=C(C=CC2)C2=C(C(=CC=C2)NC=2C1=C(N=C(N2)CO)C=C(C=N1)CN1C[C@@H](CC1)O)C)C)CN1CCCCC1